9,10-di(naphthalen-2-yl)-2-phenyl-anthracene tert-butyl-N-[[5-[5-[[5-(azetidin-1-yl)-3-(4-fluorophenyl)isoxazole-4-carbonyl]amino]-6-methoxy-2-pyridyl]pyrimidin-2-yl]methyl]carbamate C(C)(C)(C)OC(NCC1=NC=C(C=N1)C1=NC(=C(C=C1)NC(=O)C=1C(=NOC1N1CCC1)C1=CC=C(C=C1)F)OC)=O.C1=C(C=CC2=CC=CC=C12)C=1C2=CC=CC=C2C(=C2C=CC(=CC12)C1=CC=CC=C1)C1=CC2=CC=CC=C2C=C1